Ethyl 2-(4-((4-(5-methoxypyridin-2-yl)piperazin-1-yl)methyl)-2,6-dimethylphenoxy)-2-methylpropanoate COC=1C=CC(=NC1)N1CCN(CC1)CC1=CC(=C(OC(C(=O)OCC)(C)C)C(=C1)C)C